N[C@H](C(=O)O)[C@@H](C1=CC=C(C=C1)[N+](=O)[O-])O (2S,3R)-2-amino-3-hydroxy-3-(4-nitrophenyl)propionic acid